N1(C=NC=C1)CCCN1C(C2=CC(=C(C=C2C2=C1C1=C(C2=O)C=C2C(=N1)OCO2)OC)OC)=O 6-(3-(1H-Imidazol-1-yl)propyl)-2,3-dimethoxy-5H-[1,3]dioxolo[4'',5'':5',6']pyrido[3',2':4,5]cyclopenta[1,2-c]isoquinoline-5,12(6H)-dione